C1(CCCCC1)N1N=C(C2=CC=CC=C2C1=O)C=1C=C(C=CC1)C(C(=O)N)(C)C 2-(3-(3-cyclohexyl-4-oxo-3,4-dihydro-phthalazin-1-yl)phenyl)-2-methylpropanamide